C1(=CC=CC=C1)C(C(=O)N1C[C@H](N(CC1)C(=O)N1C2=CC=CC=C2SC=2C=CC=CC12)C(=O)O)C1=CC=CC=C1 (S)-4-(2,2-diphenylacetyl)-1-(10H-phenothiazine-10-carbonyl)piperazine-2-carboxylic acid